NC1=C(C=C(C=N1)C=1N=C(N(C1)C12CC(C1)(C2)N2CCC(CC2)(F)F)C(C(C)C)O)C(F)(F)F 1-(4-(6-amino-5-(trifluoromethyl)pyridin-3-yl)-1-(3-(4,4-difluoropiperidin-1-yl)bicyclo[1.1.1]Pentane-1-yl)-1H-imidazol-2-yl)-2-methylpropan-1-ol